(R)-3-amino-N-(6-fluoro-7-(piperazin-1-yl)chroman-3-yl)-6-methylthieno[2,3-b]pyridine-2-carboxamide NC1=C(SC2=NC(=CC=C21)C)C(=O)N[C@H]2COC1=CC(=C(C=C1C2)F)N2CCNCC2